3-amino-3-({1-[(2,2,3,4,4-pentamethylpentan-3-yl)carbamoyl]ethyl}carbamoyl)propionic acid NC(CC(=O)O)C(NC(C)C(NC(C(C)(C)C)(C(C)(C)C)C)=O)=O